(S)-N-(1-acetyl-piperidin-3-yl)-2-(6-fluoro-1H-indol-3-yl)acetamide C(C)(=O)N1C[C@H](CCC1)NC(CC1=CNC2=CC(=CC=C12)F)=O